8-amino-6-(5-oxopyrrolidin-3-yl)isoquinolin NC=1C=C(C=C2C=CN=CC12)C1CNC(C1)=O